N-(4-((3S,4R)-3-methyl-4-(quinazolin-2-ylamino)pyrrolidine-1-carbonyl)phenyl)acrylamide C[C@H]1CN(C[C@@H]1NC1=NC2=CC=CC=C2C=N1)C(=O)C1=CC=C(C=C1)NC(C=C)=O